O=C1N(C(C2=C(C=CC=C12)OCCCCCCCCN1CCN(CC1)C1=CC=C(C=C1)NC1=NN2C(C=N1)=CC=C2C=2C=C(C=CC2)NS(=O)(=O)C)=O)C2C(NCCC2)=O N-(3-(2-((4-(4-(8-((1,3-dioxo-2-(2-oxopiperidin-3-yl)isoindoline-4-yl)oxy)octyl)piperazin-1-yl)phenyl)amino)pyrrolo[2,1-f][1,2,4]triazin-7-yl)phenyl)methanesulfonamide